(4-((1R,2S)-2-((tert-butyldimethylsilyl)oxy)cyclopentyl)phenyl)methanol ((2S,3R,4R)-4-(3,4-Dimethoxybenzyl)-2-(3,4-dimethoxyphenyl)tetrahydrofuran-3-yl)methylcyclohexanecarboxylate COC=1C=C(C[C@@H]2[C@H]([C@H](OC2)C2=CC(=C(C=C2)OC)OC)CC2(CCCCC2)C(=O)OCC2=CC=C(C=C2)[C@@H]2[C@H](CCC2)O[Si](C)(C)C(C)(C)C)C=CC1OC